6-amino-N-{(1S,2S)-2-[(4-{2,2-difluoro-1-[4-(2-hydroxyethyl)piperazin-1-yl]-2,3-dihydro-1H-inden-5-yl}phenyl)methoxy]cyclopentyl}-6'-fluoro[3,3'-bipyridine]-5-carboxamide NC1=C(C=C(C=N1)C=1C=NC(=CC1)F)C(=O)N[C@@H]1[C@H](CCC1)OCC1=CC=C(C=C1)C=1C=C2CC(C(C2=CC1)N1CCN(CC1)CCO)(F)F